2-azido-2-(6-methoxynaphthalen-2-yl)-N-(3-methylpyridin-2-yl)propanamide N(=[N+]=[N-])C(C(=O)NC1=NC=CC=C1C)(C)C1=CC2=CC=C(C=C2C=C1)OC